BrC1(CN=C(C=C1)C(F)(F)F)N 3-bromo-6-(trifluoromethyl)pyridin-3-amine